(2r,5r)-4-benzyl-5-hydroxymethyl-2-methyl-piperazine-1-carboxylic acid tert-butyl ester C(C)(C)(C)OC(=O)N1[C@@H](CN([C@H](C1)CO)CC1=CC=CC=C1)C